1,2,3,5-tetrahydro-2,2,5,5,7-pentamethyl-6H-pyrrolo[3,2-B]pyridine CC1(CC2=NC(CC(=C2N1)C)(C)C)C